C(CCCCCCCCCCCCCCC(C)C)(=O)OCC(CCCCCCCCCCCCCCCC)O isooctadecanoic acid, 2-hydroxyoctadecyl ester